1,3-bis(diphenylphosphino)hexane C1(=CC=CC=C1)P(CCC(CCC)P(C1=CC=CC=C1)C1=CC=CC=C1)C1=CC=CC=C1